[Na+].O[C@H]1[C@@H]([C@@H]2[C@@H](OC3=C2C=CC=C3CCCC(=O)[O-])C1)\C=C\[C@H]([C@H](CC#CC)C)O (+)-[1R,2R,3aS,8bS]-2,3,3a,8b-tetrahydro-2-hydroxy-1-[(E)-(3S,4S)-3-hydroxy-4-methyl-1-octen-6-ynyl]-1H-cyclopenta[b]benzofuran-5-butanoic acid, monosodium salt